C(C1=CC=CC=C1)N1[C@H](C[C@@H]([C@@H](C1)C)F)C1=CC=CC=C1 (2R,4S,5R)-1-benzyl-4-fluoro-5-methyl-2-phenyl-piperidine